C1(CCCCC1)CCCCNC(=O)C=1N=C(NC1)C1C(C2CCC1O2)CC=CCCC(=O)O 6-[3-[4-[[(4-cyclohexyl-butyl)amino]carbonyl]-1H-imidazol-2-yl]-7-oxabicyclo-[2.2.1]hept-2-yl]-4-hexenoic acid